[SiH]1=[SiH][SiH]=CC=C1 Trisilainine